6,7-dichloro-3-(1H-pyrazol-4-yl)-2-(1H-1,2,4-triazol-5-yl)-1H-indole ClC1=CC=C2C(=C(NC2=C1Cl)C1=NC=NN1)C=1C=NNC1